[C@H]12COC[C@H](CN(C1)C1=NC(=NC3=C(C(=C(C=C13)Cl)C1=CC=C(C3=C1N=C(S3)N)F)F)OC[C@H]3N(C[C@@H](C3)F)C)N2 4-(4-((1r,5s)-3-oxa-7,9-diazabicyclo[3.3.1]non-7-yl)-6-chloro-8-fluoro-2-(((2s,4r)-4-fluoro-1-methylpyrrolidin-2-yl)methoxy)quinazolin-7-yl)-7-fluorobenzo[d]thiazol-2-amine